C(C1CO1)OCCC[Si](OC)(C)C (3-(glycidyloxy)propyl)dimethylmethoxysilane